2-(1-acryloyl-4-(6-chloro-7-phenyl-quinazolin-4-yl)piperazin-2-yl)acetonitrile C(C=C)(=O)N1C(CN(CC1)C1=NC=NC2=CC(=C(C=C12)Cl)C1=CC=CC=C1)CC#N